(3R)-3-{[5-(2-chloro-5-cyanophenyl)-1-trityl-1H-indazol-3-yl]carbamoyl}piperidine-1-carboxylic acid tert-butyl ester C(C)(C)(C)OC(=O)N1C[C@@H](CCC1)C(NC1=NN(C2=CC=C(C=C12)C1=C(C=CC(=C1)C#N)Cl)C(C1=CC=CC=C1)(C1=CC=CC=C1)C1=CC=CC=C1)=O